C(C)(=O)NNC(=O)C=1C(C=C2N([C@@H](CC=3C=C(C(=NC23)OC)OCCCOC)C(C)C)C1)=O (6S)-N'-Acetyl-6-isopropyl-2-methoxy-3-(3-methoxypropoxy)-10-oxo-5H,6H-pyrido[1,2-h]1,7-naphthyridine-9-carbohydrazide